2-(3-((R or S)-1-(((R)-((R)-7-fluoro-1,2,3,4-tetrahydropyrido[2,3-b]pyrazin-3-yl)(phenyl)methyl)amino)propan-2-yl)-5-methoxyphenyl)acetic acid FC1=CC2=C(N[C@H](CN2)[C@@H](C2=CC=CC=C2)NC[C@H](C)C=2C=C(C=C(C2)OC)CC(=O)O)N=C1 |o1:18|